3-[5-[4-[2-[1-[2-fluoro-4-[(1R,2S)-6-hydroxy-2-phenyl-tetralin-1-yl]phenyl]-4-piperidyl]ethyl]piperazin-1-yl]-7-methoxy-1-oxo-isoindolin-2-yl]piperidine-2,6-dione FC1=C(C=CC(=C1)[C@H]1[C@H](CCC2=CC(=CC=C12)O)C1=CC=CC=C1)N1CCC(CC1)CCN1CCN(CC1)C=1C=C2CN(C(C2=C(C1)OC)=O)C1C(NC(CC1)=O)=O